LITHIUM-SELENIUM [Se].[Li]